FC=1C=NN(C(C1)=O)C(C(=O)OCC)C ethyl 2-(4-fluoro-6-oxo-pyridazin-1-yl)propanoate